BrC=1C=C2C=CC(=C(C2=CC1)C=1N(C2=CC=CC(=C2C1CCCO)C)C)O 6-bromo-1-(3-(3-hydroxypropyl)-1,4-dimethyl-1H-indol-2-yl)naphthalen-2-ol